C(C)OC(=O)C=1NC=C(C1C1=NN(C=C1)C)Br 4-bromo-3-(1-methyl-1H-pyrazol-3-yl)-1H-pyrrole-2-carboxylic acid ethyl ester